NC=1C=C(C=CC1)C(C(=O)NC(C)(C)C)N(C(C#C)=O)C1=CC=C(C=C1)S(N)(=O)=O N-(1-(3-Aminophenyl)-2-(tert-butylamino)-2-oxoethyl)-N-(4-sulfamoylphenyl)-propiolamide